N-6-Benzyladenine C1=CC=C(C=C1)CNC2=NC=NC3=C2NC=N3